Ethyl 2-[6-(difluoromethyl) pyridin-3-yl]-3-fluoro-5-[({1-[2-fluoro-4-(trifluoromethoxy) phenyl]cyclopropyl}carbonyl) amino]benzoate FC(C1=CC=C(C=N1)C1=C(C(=O)OCC)C=C(C=C1F)NC(=O)C1(CC1)C1=C(C=C(C=C1)OC(F)(F)F)F)F